COC(=O)C1=CN(C(C=C1C(F)(F)F)=O)C 1-methyl-6-oxo-4-(trifluoromethyl)-1,6-dihydropyridine-3-carboxylic acid methyl ester